COC1=C(CCN)C=CC=C1 2-methoxyphenethylamine